OC1CC2(CC(C2)C(=O)[O-])C1 6-Hydroxy-spiro[3.3]heptane-2-carboxylate